CCCCC=NCCCOC(C1=CC=CC=C1)=O.FC=1C=C2C(=CC=NC2=CC1)C1CCC(CC1[2H])=O 4-(6-fluoroquinolin-4-yl)cyclohexane-1-one-5-d [3-(4-butyl)methyleneaminopropyl]benzoate